tert-butyl (1R,4R)-5-(chloroformyl)-2,5-diazabicyclo[2.2.1]heptane-2-carboxylate ClC(=O)N1[C@H]2CN([C@@H](C1)C2)C(=O)OC(C)(C)C